N-(5,7-difluoro-1-(1-methylcyclobutyl)-1H-benzo[d]imidazol-2-yl)-2-(2,2,3,3-tetrafluorocyclobutyl)acetamide FC1=CC2=C(N(C(=N2)NC(CC2C(C(C2)(F)F)(F)F)=O)C2(CCC2)C)C(=C1)F